(3S)-3-(4-fluoro-1-piperidinyl)piperidine-1-carboxylic acid benzyl ester C(C1=CC=CC=C1)OC(=O)N1C[C@H](CCC1)N1CCC(CC1)F